methyl hydroquinonetrimellitate C=1(O)C(=CC(O)=CC1)C=1C=C(C=C(C1C(=O)OC)C(=O)[O-])C(=O)[O-]